3-(azidomethyl)-1-(tetrahydro-2H-pyran-2-yl)-1,4,5,7-tetrahydropyrano[3,4-c]pyrazole N(=[N+]=[N-])CC=1C2=C(N(N1)C1OCCCC1)COCC2